BrCCC(=O)N(C)C 3-bromo-N,N-dimethylpropanamide